C1=CC=CC=2C3=CC=CC=C3C(C12)COC(=O)N[C@@H](CCC(NC1O[C@@H]([C@H]2OC(O[C@H]21)(C)C)C(=O)OC)=O)C(=O)O N2-(((9H-fluoren-9-yl)methoxy)carbonyl)-N5-((3aR,6S,6aS)-6-(methoxycarbonyl)-2,2-dimethyltetrahydrofuro[3,4-d][1,3]dioxol-4-yl)-L-glutamine